C(CC1=CC=CC=C1)CC(=O)N 2-phenethyl-acetamide